C(C1=CC=CC=C1)=NCCC[Si](OCC)(OCC)OCC N-benzylidene-3-(triethoxysilyl)propane-1-amine